ethyl 1-chloro-3-oxo-2,5,6,7-tetrahydrocyclopenta[c]pyridine-6-carboxylate ClC=1NC(C=C2C1CC(C2)C(=O)OCC)=O